IC1=CC(=C(C(=O)NC=2C=C3C=CC=NC3=C(N2)C2CCN(CC2)C(=O)OC(C)(C)C)C=C1)N1CCC2(CC2)CC1 tert-butyl 4-(6-(4-iodo-2-(6-azaspiro[2.5]octane-6-yl)benzoylamino)-1,7-naphthyridin-8-yl)piperidine-1-carboxylate